1-propynyl-2,3-diethoxyglycerol C(#CC)OCC(OOCC)COOCC